FC(OC=1C=C(O[C@@H]2C(CN(C2)C2=CC(=NC(=N2)C)C=2C(=NC(=NC2)OC)OC)(F)F)C=CC1F)F (S)-6-(4-(3-(difluoromethoxy)-4-fluorophenoxy)-3,3-difluoropyrrolidin-1-yl)-2',4'-dimethoxy-2-methyl-4,5'-bipyrimidine